ClC=1C(=NC=C(C1)C(F)(F)F)C(C(=O)O)C(=O)O 2-(3-chloro-5-(trifluoromethyl)pyridine-2-yl)malonic acid